COC([C@H](NC(=O)C=1C(N(N=C(C1)C1=CC=C(C=C1)Cl)C=1C=NN(C1)C)=O)CO)=O N-{[6-(4-chlorophenyl)-2-(1-methyl-1H-pyrazol-4-yl)-3-oxo-2,3-dihydropyridazin-4-yl]carbonyl}-D-serine methyl ester